Cl.COC1CC2CCC(C1)N2 3-methoxy-8-azabicyclo[3.2.1]octane hydrochloride